NC1=CC=NN1C1CN(C1)C(=O)OC(C)(C)C tert-butyl 3-(5-amino-1H-pyrazol-1-yl)azetidine-1-carboxylate